ClC1=C(C=CC(=C1)C(F)(F)F)NC(=O)C1(C(C(C1([2H])[2H])([2H])[2H])([2H])[2H])N1N=CC(=C1)I N-(2-chloro-4-(trifluoromethyl)phenyl)-1-(4-iodo-1H-pyrazol-1-yl)cyclobutane-2,2,3,3,4,4-d6-1-Carboxamide